4-chloro-5-((5-cyclopropylpyridin-2-yl)ethynyl)-1H-pyrrolo[2,3-b]Pyridine ClC1=C2C(=NC=C1C#CC1=NC=C(C=C1)C1CC1)NC=C2